C(C(=C)C)(=O)OC(CC(C)C)C 1,3-dimethylbutyl methacrylate